[Cl-].C(C=C)(=O)NCCCCC[N+](C)(C)C (5-acrylamidopentyl)trimethylammonium chloride